tert-Butyl 4-((4-ethoxy-2-(4-(methoxycarbonyl)-3-(methylamino)phenyl)piperidin-1-yl)methyl)-5-methoxy-7-methyl-1H-indole-1-carboxylate C(C)OC1CC(N(CC1)CC1=C2C=CN(C2=C(C=C1OC)C)C(=O)OC(C)(C)C)C1=CC(=C(C=C1)C(=O)OC)NC